(3R)-4-{(1S)-2-[4,6-bis(trifluoromethyl)-1,3,5-triazin-2-yl]-6-chloro-2,3,4,9-tetrahydro-1H-pyrido[3,4-b]indol-1-yl}butane-1,3-diol FC(C1=NC(=NC(=N1)C(F)(F)F)N1[C@H](C=2NC3=CC=C(C=C3C2CC1)Cl)C[C@H](CCO)O)(F)F